C(CCCCC)OC(CC/C=C/C=C)OCCCCCC (3E)-7,7-dihexyloxy-1,3-heptadiene